FC1=CC(=C(OC=2N=NC(=CC2C(=O)NC2=CC(=CC=C2)S(=O)(=O)C)C(F)(F)F)C=C1)C (R)-3-(4-fluoro-2-methylphenoxy)-N-(3-(S-methylsulfonyl)phenyl)-6-(trifluoromethyl)pyridazine-4-carboxamide